IC1=NNC2=CC(=CC=C12)OC1=CC=NC=C1 3-iodo-6-(4-pyridinyloxy)-1H-indazole